C(C)(SC1CC(C1)N(C)C(=O)OCC1=CC=CC=C1)=O S-((1s,3s)-3-(((benzyloxy)carbonyl)(methyl)amino)cyclobutyl) ethanethioate